F[C@@H]1C[C@H](N(C1)C)COC1=NC2C=CN=CC2C=C1CC#N (((2S,4R)-4-fluoro-1-methylpyrrolidin-2-yl)methoxy)-4a,8a-dihydro-1,6-naphthyridine-3-acetonitrile